C(C)(C)N1N=C(C=C1)C1=C(C2=C(N=C(N=C2NCCN2CCOCC2)C=2N(C=CN2)C)S1)C 6-(1-Isopropyl-1H-pyrazol-3-yl)-5-methyl-2-(1-methyl-1H-imidazol-2-yl)-N-(2-morpholino-ethyl)thieno[2,3-d]pyrimidin-4-amine